(1'S)-1',3'-dihydro-8-azaspiro[bicyclo[3.2.1]octane-3,2'-indene]-1'-amine dihydrochloride Cl.Cl.[C@@H]1(C2(CC3=CC=CC=C13)CC1CCC(C2)N1)N